N1C=NC2=C1C=CC(=C2)N2C(OC[C@@H]2C2=CC=C(C=C2)N2CCOCC2)=O (S)-3-(1H-Benzo[d]imidazol-5-yl)-4-(4-morpholinophenyl)oxazolidin-2-on